C1(CC1)[C@H]1C[C@H](N(CC1)CC1=C2C=CNC2=C(C=C1CCC1CC1)C)C1=CC=C(C(=O)O)C=C1 4-((2S,4R)-4-cyclopropyl-1-((5-(cyclopropylethyl)-7-methyl-1H-indol-4-yl)methyl)piperidin-2-yl)benzoic acid